FC1N(C=CC(N1C)=N)S(=O)(=O)C1=CC=C(C)C=C1 fluoro-4-imino-3-methyl-1-tosyl-3,4-dihydropyrimidin